methyl-ethylene glycol acrylate C(C=C)(=O)O.CC(CO)O